CN1C[C@H](CC1=O)OC(=O)N1CCN(CC1)C1=NC=2N(C=C1)N=CC2Cl [(3S)-1-methyl-5-oxo-pyrrolidin-3-yl]-4-(3-chloropyrazolo[1,5-a]pyrimidin-5-yl)piperazine-1-carboxylate